BrC1=C2CCOC(C2=CC=C1)(C)C 5-bromo-1,1-dimethylisochroman